ClC=1C(=NC=C(C1)N1C(COCC1)=O)C=1C=NC=CC1 chloro-5-(3-oxomorpholino)-[2,3'-bipyridine]